3,4-dichloro-5-hydroxy-1-(pyridin-2-ylmethyl)-1H-pyrrol-2(5H)-one ClC=1C(N(C(C1Cl)O)CC1=NC=CC=C1)=O